N-(2-(4-ethylpiperazine-1-yl)-5-((6-(S)-(3-(3-fluoro-2-methylbenzyl)isoxazolidine-2-yl)pyrimidine-4-yl)amino)-4-methoxyphenyl)acrylamide C(C)N1CCN(CC1)C1=C(C=C(C(=C1)OC)NC1=NC=NC(=C1)N1OCCC1CC1=C(C(=CC=C1)F)C)NC(C=C)=O